(3R,4R)-2-(4-methylbenzyl)-N-(4-(4-methylpiperazin-1-yl)phenyl)-1-oxo-3-(4-(trifluoromethyl)phenyl)-1,2,3,4-tetrahydroisoquinoline-4-carboxamide CC1=CC=C(CN2C(C3=CC=CC=C3[C@H]([C@@H]2C2=CC=C(C=C2)C(F)(F)F)C(=O)NC2=CC=C(C=C2)N2CCN(CC2)C)=O)C=C1